(2R)-N-{2-fluoro-4-methyl-5-[2-(1-methylpyrazol-4-yl)-6-(morpholin-4-yl)pyridin-4-yl]phenyl}-2-(trifluoromethyl)morpholine-4-carboxamide FC1=C(C=C(C(=C1)C)C1=CC(=NC(=C1)N1CCOCC1)C=1C=NN(C1)C)NC(=O)N1C[C@@H](OCC1)C(F)(F)F